3-((4-(1-(2-(piperidin-4-yl)ethyl)piperidin-4-yl)phenyl)amino)piperidine-2,6-dione N1CCC(CC1)CCN1CCC(CC1)C1=CC=C(C=C1)NC1C(NC(CC1)=O)=O